N-methoxy-3-(methyl)benzamide CONC(C1=CC(=CC=C1)C)=O